COC(C1=CC(=CC(=C1)CO)Br)=O 3-bromo-5-(hydroxymethyl)benzoic acid methyl ester